3-fluoro-N-[(3R,4S)-4-fluoro-1-[(2R)-3,3,3-trifluoro-2-hydroxy-2-methylpropanoyl]pyrrolidin-3-yl]-2-methylbenzamide FC=1C(=C(C(=O)N[C@@H]2CN(C[C@@H]2F)C([C@@](C(F)(F)F)(C)O)=O)C=CC1)C